(5-methylmorpholin-2-yl)methanol CC1COC(CN1)CO